NC1=C2C(=NC=N1)N(N=C2C=2C=C(C=CC2)NC(C)=O)CC=2OC1=CC=CC=C1C(C2C2=CC=CC=C2)=O N-(3-(4-Amino-1-((4-oxo-3-phenyl-4H-chromen-2-yl)methyl)-1H-pyrazolo[3,4-d]pyrimidine-3-yl)phenyl)acetamide